tert-butyl N-[3-[7-chloro-3-(2-fluoro-6-methyl-phenyl)-2-oxo-4H-pyrido[4,3-d]pyrimidin-1-yl]cyclohexyl]-N-methyl-carbamate ClC1=CC=2N(C(N(CC2C=N1)C1=C(C=CC=C1C)F)=O)C1CC(CCC1)N(C(OC(C)(C)C)=O)C